O=C1NC(CCC1N1C(C2=CC=CC(=C2C1=O)N1CCC(CC1)CCN(C(OCC1=CC=CC=C1)=O)C)=O)=O 1-Benzyl N-[2-[1-[2-(2,6-dioxo-3-piperidyl)-1,3-dioxo-isoindolin-4-yl]-4-piperidyl]ethyl]-N-methyl-carbamate